2-(4-(4-acetamidophenyl)-1-oxoisoindolin-2-yl)-N-(1-(5-methyl-1,3,4-oxadiazol-2-yl)vinyl)acrylamide C(C)(=O)NC1=CC=C(C=C1)C1=C2CN(C(C2=CC=C1)=O)C(C(=O)NC(=C)C=1OC(=NN1)C)=C